ClC1=NC(=CC(=C1)C1(CC(C1)C)C1N(CNN1)C)Cl 5-[1-(2,6-dichloropyridin-4-yl)-3-methylcyclobutyl]-4-methyl-1,2,4-triazacyclopentane